NC1=NC=2C(=CC=CC2C=2N1C=C(N2)CC2=C(C=CC=C2F)O)OC 2-((5-amino-7-methoxyimidazo[1,2-c]quinazolin-2-yl)methyl)-3-fluorophenol